1,4-diazaspiro[2.2]pentane N1CC12NC2